FC(O[C@@H]1CC[C@H](CC1)NC1=NN2C(C=N1)=C(C=C2)C=2C=NC1=NC=CC=C1C2)F N-(trans-4-(difluoromethoxy)cyclohexyl)-5-(1,8-naphthyridin-3-yl)pyrrolo[2,1-f][1,2,4]triazin-2-amine